4'-(((1,4-Dioxaspiro[4.5]dec-8-yl)methyl)sulfonyl)-2'-chloro-[1,1'-biphenyl]-4-carbonitrile O1CCOC12CCC(CC2)CS(=O)(=O)C2=CC(=C(C=C2)C2=CC=C(C=C2)C#N)Cl